N[C@H]1CN(CCC1)C(=O)C=1C=C2OCCN3C(=NC(C1)=C32)C=3N(C2=CC=CC=C2C3)CC3=NC=CN=C3 (R)-(3-Aminopiperidin-1-yl)(2-(1-(pyrazin-2-ylmethyl)-1H-indol-2-yl)-3,4-dihydro-5-oxa-1,2a-diazaacenaphthylen-7-yl)methanone